5-BENZOTHIAZOLECARBOXALDEHYDE S1C=NC2=C1C=CC(=C2)C=O